NC1CCC2CN(CC21)C2=NC(=C(C(=N2)C(=O)N)C2=C(C(=CC=C2)Cl)Cl)C 2-(4-Amino-hexahydro-cyclopenta[c]pyrrol-2-yl)-5-(2,3-dichloro-phenyl)-6-methyl-pyrimidine-4-carboxylic acid amide